2-(5-chlorobenzofuran-2-yl)-N-((1r,2r)-1-(2,3-dihydrobenzo[b][1,4]dioxin-6-yl)-1-hydroxy-3-(pyrrolidin-1-yl)propan-2-yl)-2,2-dideuterio-acetamide ClC=1C=CC2=C(C=C(O2)C(C(=O)N[C@@H]([C@H](O)C2=CC3=C(OCCO3)C=C2)CN2CCCC2)([2H])[2H])C1